C(C)C1=NC=NC2=CC=CC=C12 4-ethyl-quinazoline